CC1=C(C2=C(C(=N1)NC)CN(C2)C(CC2CN(C2)C=2C=NC(=CC2)F)=O)C 1-[6,7-Dimethyl-4-(methylamino)-1,3-dihydro-2H-pyrrolo[3,4-c]pyridin-2-yl]-2-[1-(6-fluoropyridin-3-yl)azetidin-3-yl]ethanon